(S)-3,3,3-Trifluoro-N-(2-fluoro-5-(8-methyl-7-oxo-2-(piperidin-3-ylamino)-7,8-dihydropyrido[2,3-d]pyrimidin-6-yl)naphthalen-1-yl)propane-1-sulfonamide FC(CCS(=O)(=O)NC1=C(C=CC2=C(C=CC=C12)C1=CC2=C(N=C(N=C2)N[C@@H]2CNCCC2)N(C1=O)C)F)(F)F